C(=O)C1CC2(CN(C2)C(=O)OC(C)(C)C)C1 tertbutyl 6-formyl-2-azaspiro[3.3]heptane-2-carboxylate